C1(=CC=C(C=C1)N1C=NC(=C1)C#N)C 1-(p-tolyl)-1H-imidazole-4-carbonitrile